1-(2,6-dichlorophenyl)-4-((4-(5-(methoxymethyl)-1H-1,2,4-triazol-1-yl)phenyl)amino)-1H-pyrazole-3-carboxamide ClC1=C(C(=CC=C1)Cl)N1N=C(C(=C1)NC1=CC=C(C=C1)N1N=CN=C1COC)C(=O)N